racemic-(4S,4R)-(4-cyano-2-methoxyphenyl)-5-ethoxy-2,8-dimethyl-1,4-dihydro-1,6-naphthyridine-3-carboxylic acid C(#N)C1=CC(=C(C=C1)N1C(=C(CC2=C(N=CC(=C12)C)OCC)C(=O)O)C)OC